BrC1=CC=C(C=C1)CCNC1=C(C=C(C#N)C=C1)[N+](=O)[O-] 4-((4-bromophenylethyl)amino)-3-nitrobenzonitrile